C1(=CC=CC=C1)N1C2=CC=CC=C2C=2C=CC=C(C12)OB(O)O (9-phenyl-9H-carbazol-1-yl)boric acid